6-Chloro-5-cyano-3,4-dimethyl-N-(3-(trifluoromethyl)-1H-indazol-5-yl)picolinamide ClC1=C(C(=C(C(=N1)C(=O)NC=1C=C2C(=NNC2=CC1)C(F)(F)F)C)C)C#N